3-(benzyloxy)-1-(2-(4-fluorophenyl)-2-oxoethyl)-2-methylpyridin-4(1H)-one C(C1=CC=CC=C1)OC1=C(N(C=CC1=O)CC(=O)C1=CC=C(C=C1)F)C